[Sn].[Cu] Copper-tin